4-(hydroxymethyl)-1,3-dioxolan-2-yl-formate OCC1OC(OC1)C(=O)[O-]